N1N=CN=C1C1CC2(CN(C2)C(=O)N2CC3(C2)CC(C3)CC3=CC(=CC=C3)S(=O)(=N)C(F)(F)F)C1 [6-(1H-1,2,4-triazol-5-yl)-2-azaspiro[3.3]heptan-2-yl]-[6-[3-(trifluoromethylsulfonimidoyl)benzyl]-2-azaspiro[3.3]heptan-2-yl]methanone